6-(4-Fluoro-3-methyl-phenyl)-1-(2-oxobutyl)-3H-imidazo[4,5-b]pyridin FC1=C(C=C(C=C1)C=1C=C2C(=NC1)NCN2CC(CC)=O)C